ethylazide C(C)N=[N+]=[N-]